C/C(=C/C(=O)OC)/C=C/C=C(/C=C/C1=C(C(CCC1(C)C)NC1=CC=CC=C1)C)\C (2Z,4E,6E,8E)-methyl 3,7-dimethyl-9-(2,6,6-trimethyl-3-(phenylamino)cyclohex-1-en-1-yl)nona-2,4,6,8-tetraenoate